(S)-4-[2-(5-fluoro-2-pyridinyl)-6-(methoxymethyl)-4,5,6,7-tetrahydropyrazolo[1,5-a]Pyridin-3-yl]-6-methyl-1H-pyrazolo[3,4-b]Pyridine FC=1C=CC(=NC1)C1=NN2C(CC[C@@H](C2)COC)=C1C1=C2C(=NC(=C1)C)NN=C2